5-(1-cyano-1-methyl-ethoxy)-3-ethylsulfonyl-pyridine-2-carboxylic acid C(#N)C(C)(OC=1C=C(C(=NC1)C(=O)O)S(=O)(=O)CC)C